2-[1-(3-Chlorophenyl)-1H-pyrazol-4-yl]acetic acid ClC=1C=C(C=CC1)N1N=CC(=C1)CC(=O)O